ethyl 4-methoxy-4-(4-(4-(4-(trifluoromethyl)phenyl)piperidine-1-carbonyl) phenyl)piperidine-1-carboxylate COC1(CCN(CC1)C(=O)OCC)C1=CC=C(C=C1)C(=O)N1CCC(CC1)C1=CC=C(C=C1)C(F)(F)F